O=C1NC(CCC1C1=NN(C2=CC(=CC=C12)N1CCNCC1)C)=O (3-(2,6-dioxopiperidin-3-yl)-1-methyl-1H-indazol-6-yl)piperazin